C(C)N1C=NC(=C1)C1=CC=C2C(=CC=NC2=N1)C1=CN=C2N1N=C(C(=C2)C2=CC=C(CN1CCC(CC1)O)C=C2)C 1-(4-(3-(7-(1-Ethyl-1H-imidazol-4-yl)-1,8-naphthyridin-4-yl)-6-methylimidazo[1,2-b]pyridazin-7-yl)benzyl)piperidin-4-ol